tert-butyl N-[(3R)-5-[(4-chlorophenyl)methyl]-7-(5-ethyltetrazol-2-yl)-8-fluoro-4-oxo-2,3-dihydro-1,5-benzothiazepin-3-yl]carbamate ClC1=CC=C(C=C1)CN1C([C@H](CSC2=C1C=C(C(=C2)F)N2N=C(N=N2)CC)NC(OC(C)(C)C)=O)=O